dimethyl-dodecylpyridine CC1=C(C(=NC=C1)CCCCCCCCCCCC)C